1-[(3R)-5,5-difluoropiperidin-3-yl]pyrrolidin-2-one FC1(C[C@H](CNC1)N1C(CCC1)=O)F